1-Hydroxybenzotriazole ON1N=NC2=C1C=CC=C2